IC1=CC(=C(C(=O)NC=2N=C(C=3N(C2)C=CN3)N3CCC(CC3)(F)F)C=C1)N1CCC3(CC3)CC1 4-Iodo-N-(8-(4,4-difluoropiperidin-1-yl)imidazo[1,2-a]pyrazin-6-yl)-2-(6-azaspiro[2.5]oct-6-yl)benzamide